4-Methoxycarbonyl-4-(6-chloropyridin-2-yl)piperidine-1-carboxylic acid tert-butyl ester C(C)(C)(C)OC(=O)N1CCC(CC1)(C1=NC(=CC=C1)Cl)C(=O)OC